4-((3-chloro-4-(4-aminophenoxy)phenyl)amino)-7-fluoro-1H-indole-2-carboxylic acid ClC=1C=C(C=CC1OC1=CC=C(C=C1)N)NC1=C2C=C(NC2=C(C=C1)F)C(=O)O